FC(C1=NC(=CC=C1B1OC(C(O1)(C)C)(C)C)OC)F 2-(difluoromethyl)-6-methoxy-3-(4,4,5,5-tetramethyl-1,3,2-dioxaborolan-2-yl)pyridine